10-(3-tert-butoxycarbonylphenoxy)decanoic acid C(C)(C)(C)OC(=O)C=1C=C(OCCCCCCCCCC(=O)O)C=CC1